3-(6-Acetylpyridazin-3-yl)-1-(2,6-difluorobenzyl)-5-((dimethylamino)methyl)-6-(4-nitrophenyl)thieno[2,3-d]pyrimidine-2,4(1H,3H)-dione C(C)(=O)C1=CC=C(N=N1)N1C(N(C2=C(C1=O)C(=C(S2)C2=CC=C(C=C2)[N+](=O)[O-])CN(C)C)CC2=C(C=CC=C2F)F)=O